2-(2-fluoro-4-(3-(1-(5-methoxypyrimidin-2-yl)piperidin-4-yl)propoxy)phenyl)acetic acid FC1=C(C=CC(=C1)OCCCC1CCN(CC1)C1=NC=C(C=N1)OC)CC(=O)O